2'-(2-((5-((4-Ethylpiperazin-1-yl)methyl)pyridin-2-yl)amino)-5-fluoro-pyrimidin-4-yl)-3',5'-dimethylspiro[cyclopropane-1,6'-thieno[2,3-c]pyrrol]-4'(5'H)-one C(C)N1CCN(CC1)CC=1C=CC(=NC1)NC1=NC=C(C(=N1)C1=C(C2=C(C3(N(C2=O)C)CC3)S1)C)F